C1NCC12CC(C2)CC2=NOC(=N2)C2(CC2)C(F)(F)F 3-(2-azaspiro[3.3]heptan-6-ylmethyl)-5-[1-(trifluoromethyl)cyclopropyl]-1,2,4-oxadiazole